ONC(CCCCCCNC(=O)C1=NC2=CC=CC=C2C(=C1)OCCC1=CC=CC=C1)=O N-(7-(hydroxyamino)-7-oxoheptyl)-4-phenethoxyquinoline-2-carboxamide